(R)-1-(2-fluoropyridin-3-yl)ethyl (4-(5-(2-(difluoromethyl)pyrimidine-5-carboxamido)pyrazin-2-yl)-1-methyl-1H-1,2,3-triazol-5-yl)carbamate FC(C1=NC=C(C=N1)C(=O)NC=1N=CC(=NC1)C=1N=NN(C1NC(O[C@H](C)C=1C(=NC=CC1)F)=O)C)F